(2R)-3-[(2R)-3-(3,4-dihydro-1H-isoquinolin-2-yl)-2-hydroxy-propyl]-8-[[(3R,4R)-3-fluoro-1-(2-hydroxyethyl)-4-piperidyl]oxy]-2-methyl-2,3-dihydro-1,4-benzoxazepin-5-one dihydrochloride Cl.Cl.C1N(CCC2=CC=CC=C12)C[C@@H](CC1[C@H](OC2=C(C(N1)=O)C=CC(=C2)O[C@H]2[C@@H](CN(CC2)CCO)F)C)O